CC/C=C\\C/C=C\\C/C=C\\C/C=C\\C/C=C\\CCCCC[C@H](CC(=O)SCCNC(=O)CCNC(=O)[C@@H](C(C)(C)COP(=O)([O-])OP(=O)([O-])OC[C@@H]1[C@H]([C@H]([C@@H](O1)N2C=NC3=C(N=CN=C32)N)O)OP(=O)([O-])[O-])O)O The molecule is a 3-hydroxy fatty acyl-CoA(4-) obtained by deprotonation of the phosphate and diphosphate OH groups of (3R,9Z,12Z,15Z,18Z,21Z)-3-hydroxytetracosapentaenoyl-CoA; major species at pH 7.3. It is a (R)-3-hydroxyacyl-CoA(4-) and a 3-hydroxy fatty acyl-CoA(4-). It is a conjugate base of a (3R,9Z,12Z,15Z,18Z,21Z)-3-hydroxytetracosapentaenoyl-CoA.